C(C)(C)(C)C=1C=C(C=C(C1)C(C)(C)C)C(=O)O (3,5-di-tert-butylphenyl)carboxylic acid